C(C)(C)(C)OC(N([C@H]1CO[C@H](C1)C(=O)N1[C@H](C2=CC=CC=C2CC1)C1=CC=C(C=C1)F)[C@H]1CO[C@H](C1)C(=O)N1[C@H](C2=CC=CC=C2CC1)C1=CC=C(C=C1)F)=O di((3r,5r)-5-((S)-1-(4-fluorophenyl)-1,2,3,4-tetrahydroisoquinoline-2-carbonyl)tetrahydrofuran-3-yl)carbamic acid tert-butyl ester